methyl (S)-4-((7-oxo-8-(spiro[2.4]heptan-4-yl)-7,8-dihydropyrido[2,3-d]pyrimidin-2-yl) amino)piperidine-1-carboxylate O=C1C=CC2=C(N=C(N=C2)NC2CCN(CC2)C(=O)OC)N1[C@@H]1C2(CC2)CCC1